Methyl (2S)-2-tert-butoxycarbonylamino-6-(3a-bromo-4,7-dimethyl-1,3,8-trioxo-5,6-diphenyl-1,3,3a,4,7,7a-hexahydro-2H-4,7-methanoisoindol-2-yl)hexanoate C(C)(C)(C)OC(=O)N[C@H](C(=O)OC)CCCCN1C(C2C3(C(=C(C(C2(C1=O)Br)(C3=O)C)C3=CC=CC=C3)C3=CC=CC=C3)C)=O